ClC1=NN=C2N1C1=CC=CC=C1C(=N2)N(C)C2=CC(=CC=C2)C=2SC(=NN2)C2CC2 chloro-N-(3-(5-cyclopropyl-1,3,4-thiadiazol-2-yl)phenyl)-N-methyl-[1,2,4]triazolo[4,3-a]quinazolin-5-amine